N-(2,2-difluoroethyl)-4-(4-oxo-2-(trifluoromethyl)-4H-pyrido[1,2-a]pyrimidin-9-yl)benzamide FC(CNC(C1=CC=C(C=C1)C1=CC=CN2C1=NC(=CC2=O)C(F)(F)F)=O)F